NC1=CC=C(C=C1)C1=CN(C=2N=CN=C(C21)N)CC(F)(F)F 5-(4-Aminophenyl)-7-(2,2,2-trifluoroethyl)-7H-pyrrolo[2,3-d]pyrimidin-4-ylamine